octyl-[2-(trifluoromethyl) phenyl] ether C(CCCCCCC)OC1=C(C=CC=C1)C(F)(F)F